ClC=1C=CC2=C(N=C(O2)C2CC3(CC(C3)NC(=O)C3=CC(=NN3)C(F)(F)F)C2)C1 N-[6-(5-chloro-1,3-benzoxazol-2-yl)spiro[3.3]heptane-2-yl]-3-(trifluoromethyl)-1H-pyrazole-5-carboxamide